3-(4-fluoro-4-(pyridin-2-ylmethyl)piperidin-1-yl)propan-1-amine FC1(CCN(CC1)CCCN)CC1=NC=CC=C1